1,5-di(N-methylpyrrolidinyl)N-pentylammonium bromide [Br-].CN1C(CCC1)C(CCCCC1N(CCC1)C)[NH3+]